(S)-N-(5-(4-(3-(cyanomethyl)-4-(2-fluoroacryloyl)piperazin-1-yl)quinazolin-6-yl)-2-methoxypyridin-3-yl)-2,6-difluoro-benzenesulfonamide C(#N)C[C@H]1CN(CCN1C(C(=C)F)=O)C1=NC=NC2=CC=C(C=C12)C=1C=C(C(=NC1)OC)NS(=O)(=O)C1=C(C=CC=C1F)F